5-Benzylmethoxy-2-chloro-pyrimidine C(C1=CC=CC=C1)COC=1C=NC(=NC1)Cl